(4-dodecylphenyl)(4-tetradecylphenyl)iodonium C(CCCCCCCCCCC)C1=CC=C(C=C1)[I+]C1=CC=C(C=C1)CCCCCCCCCCCCCC